bisphenylmercury C1(=CC=CC=C1)[Hg]C1=CC=CC=C1